CC(C)[S@](=O)N (S)-(-)-2-propanesulfinamide